methyl-4-(trifluoromethyl)-1H-indole-2-carboxylic acid CN1C(=CC2=C(C=CC=C12)C(F)(F)F)C(=O)O